N'-hydroxy-5-((1-(5-(trifluoromethyl)pyridin-2-yl)-1H-1,2,4-triazol-3-yl)amino)pyrazine-2-carboxamide ON1N(C=NC1NC=1N=CC(=NC1)C(=O)N)C1=NC=C(C=C1)C(F)(F)F